6-fluoro-8-phenyl-8H-fluoren FC=1C=C2C=3C=CC=CC3C=C2C(C1)C1=CC=CC=C1